[Na+].N[C@@H](CC(=O)[O-])C(=O)[O-].[Na+] aspartic acid, sodium salt